Benzhydryl 3-(chloromethyl)-8-oxo-7-(2-phenylacetamido)-5-thia-1-azabicyclo[4.2.0]oct-2-ene-2-carboxylate 5-oxide ClCC1=C(N2C(C(C2S(C1)=O)NC(CC1=CC=CC=C1)=O)=O)C(=O)OC(C1=CC=CC=C1)C1=CC=CC=C1